CC(C)(CC(C)C)N 2,4-DIMETHYLPENTAN-2-AMIN